3-fluorocyclopentanecarbohydrazide FC1CC(CC1)C(=O)NN